1H-indol-5-yl butyrate C(CCC)(=O)OC=1C=C2C=CNC2=CC1